3-(4-oxo-3,4-dihydrothieno[3,2-d]pyrimidin-2-yl)benzoic acid O=C1C2=C(N=C(N1)C=1C=C(C(=O)O)C=CC1)C=CS2